2,4,6-trichlorophenoxy(2,4-di-tert-butylcyclopentadienyl)titanium dichloride [Cl-].[Cl-].ClC1=C(O[Ti+2]C2C(=CC(=C2)C(C)(C)C)C(C)(C)C)C(=CC(=C1)Cl)Cl